5-(N,N-dipropylaminosulfonyl)amino-3-(1,2,3,4,5,8-hexahydroindolizin-7-yl)-1H-indole C(CC)N(S(=O)(=O)NC=1C=C2C(=CNC2=CC1)C1=CCN2CCCC2C1)CCC